COC=1C=C(C=CC1OC)C1=CC=NC=2N1N=C(C2)C(=O)NCC2=CC=C(C(=O)O)C=C2 4-((7-(3,4-dimethoxy-phenyl)pyrazolo[1,5-a]pyrimidine-2-carboxamido)methyl)benzoic acid